CN1C(=NN=C1COC1=CC(=CC=C1)C(F)(F)F)[C@@H]1CC[C@H](CC1)C1(OC1)C=O 2-[trans-4-(4-methyl-5-{[3-(trifluoromethyl)phenoxy]methyl}-4H-1,2,4-triazol-3-yl)cyclohexyl]oxirane-2-carbaldehyde